FC(C(=O)O)(F)F.N1(CCCCC1)C=1C=C(C=CC1)C1=CC=C(C=C1)OC=1N=NNC1C(=O)O 4-((3'-(piperidin-1-yl)-[1,1'-biphenyl]-4-yl)oxy)-1H-1,2,3-triazole-5-carboxylic acid 2,2,2-trifluoroacetate